ClC1=NC=C(C(=N1)O)F 2-chloro-5-fluoropyrimidine-4-ol